BrC1=C(C(=CC=C1)[N+](=O)[O-])CC(=O)OC methyl 2-(2-bromo-6-nitrophenyl)acetate